CC=1C(=C2C=NN(C2=CC1C)C1OCCCC1)C1=C(C=2N=C(N=C(C2C=N1)N1CC(CCC1)(O)C)OC[C@]12CCCN2C[C@@H](C1)F)F 1-(7-(5,6-dimethyl-1-(tetrahydro-2H-pyran-2-yl)-1H-indazol-4-yl)-8-fluoro-2-(((2R,7aS)-2-fluorohexahydro-1H-pyrrolizin-7a-yl)methoxy)pyrido[4,3-d]pyrimidin-4-yl)-3-methylpiperidin-3-ol